perfluoro-trioxysilane FOOO[SiH3]